2-Azaspiro[4.5]decane-4-carboxylic acid ethyl ester C(C)OC(=O)C1CNCC12CCCCC2